NC=1N=C(C2=C(N1)C=CN(C2=O)CC2=C(C=C(C=C2)CN2CCCC2)C)N[C@H](C)CCC (R)-2-amino-6-(2-methyl-4-(pyrrolidin-1-ylmethyl)benzyl)-4-(pentan-2-ylamino)pyrido[4,3-d]pyrimidin-5(6H)-one